FC1=CC=CC=2NC(=NC21)C2=CC(=NN2C)NC(=O)C=2C=NC(=CC2)N2CC(C2)OC N-[5-(4-fluoro-1H-benzimidazol-2-yl)-1-methyl-pyrazol-3-yl]-6-(3-methoxyazetidin-1-yl)pyridine-3-carboxamide